Dicyclohexyl(2',6'-diisopropoxy-[1,1'-biphenyl]-2-yl)phosphine C1(CCCCC1)P(C1=C(C=CC=C1)C1=C(C=CC=C1OC(C)C)OC(C)C)C1CCCCC1